C12C3C=CC(C2C2C(CC1C2)O)C3 tetracyclo[4.4.0.12,5.17,10]dodec-3-en-8-ol